C(C)(C)(C)OC(=O)N1CC2=CC(=CC=C2CC1)N1C(C2=NN(C(=C2C1)C(=O)OCC)C1=CC(=CC=C1)Cl)=O 7-[2-(3-Chlorophenyl)-3-ethoxycarbonyl-6-oxo-4H-pyrrolo[3,4-c]pyrazol-5-yl]-3,4-dihydro-1H-isoquinoline-2-carboxylic acid tert-butyl ester